FC(C1=CN=C(S1)COC1=C(C=CC(=N1)C1=CC(=C(CC2=NC3=C(N2C[C@H]2OCC2)C=C(C=C3F)C(=O)O)C=C1F)F)F)F (S)-2-(4-(6-((5-(difluoromethyl)thiazol-2-yl)methoxy)-5-fluoropyridin-2-yl)-2,5-difluorobenzyl)-4-fluoro-1-(oxetan-2-ylmethyl)-1H-benzo[d]imidazole-6-carboxylic acid